CC1=CC2=C(C(NNC2=O)=O)O1 2-methyl-5,6-dihydrofuro[2,3-d]pyridazine-4,7-dione